8-(6-(1-(2-(3,3-dimethylpyrrolidin-1-yl)ethoxy)-2,2,2-trifluoroethyl)pyridin-3-yl)-1-isopropyl-3-methyl-1,3-dihydro-2H-imidazo[4,5-c]cinnolin-2-one CC1(CN(CC1)CCOC(C(F)(F)F)C1=CC=C(C=N1)C1=CC=2C3=C(N=NC2C=C1)N(C(N3C(C)C)=O)C)C